C(C1=CC=CC=C1)N1C(C(=NC(=C1)CCCO[Si](C)(C)C(C)(C)C)N1CC(N(CC1)C(=O)OC(C)(C)C)=O)=O tert-butyl 4-(4-benzyl-6-(3-((tert-butyldimethylsilyl) oxy) propyl)-3-oxo-3,4-dihydropyrazin-2-yl)-2-oxopiperazine-1-carboxylate